OC\C(=C/CC1=C(C(=O)OC)C(=CC=C1)C)\C1=CC=CC=C1 methyl (Z)-2-(4-hydroxy-3-phenyl-2-buten-1-yl)-6-methylbenzoate